ClC1=C(C=C(C=C1)N1C(CCCC12CCN(CC2)C2=NN(N=C2)C2=CC=C(C=C2)F)=O)F 1-(4-chloro-3-fluorophenyl)-9-(2-(4-fluorophenyl)-2H-1,2,3-triazol-4-yl)-1,9-diazaspiro[5.5]undecan-2-one